(3S)-3-({1-cyclopentyl-5-[2-(trifluoromethyl)phenyl]-1H-pyrazol-3-yl}formamido)-5-(2,5-dioxopyrrolidin-1-yl)pentanoic acid C1(CCCC1)N1N=C(C=C1C1=C(C=CC=C1)C(F)(F)F)C(=O)N[C@H](CC(=O)O)CCN1C(CCC1=O)=O